tert-butyl N-(3,5-dimethoxyphenyl)carbamate COC=1C=C(C=C(C1)OC)NC(OC(C)(C)C)=O